NC=1C(=NC(=C(N1)F)C=1C=CC2=C([C@@H](CO2)N(C)C)C1)C=1C=C2C(=CNC(C2=C(C1)F)=O)F (S)-6-(3-amino-6-(3-(dimethylamino)-2,3-dihydrobenzofuran-5-yl)-5-fluoropyrazin-2-yl)-4,8-difluoroisoquinolin-1(2H)-one